[2H]C1=NC2=C(N1)C(=O)N=C(N2)[2H] Hypoxanthine-D2